P1OC2=CC(=C(C=C2)C2=CC=C(C=C2)OPO1)C1=C(C=C(C=C1)C(C)(C)C)C(C)(C)C (2,4-di-tert-butylphenyl)-[1,1-biphenyl]-4,4'-diyl diphosphonite